C(#N)[C@@H]1CC[C@H](CC1)C(=O)[C@](N)(CC(C)(C)C)C(=O)N[C@H](C[C@H]1C(NCC1)=O)C#N 2-[(trans-4-cyanocyclohexyl)carbonyl]-N-{(1R)-1-cyano-2-[(3S)-2-oxopyrrolidin-3-yl]ethyl}-4-methyl-L-leucinamide